4-formyl-4'-methyl-2-oxo-2H-[1,2'-bipyridine]-5'-carbonitrile C(=O)C1=CC(N(C=C1)C1=NC=C(C(=C1)C)C#N)=O